2,6,7-Trimethyl-2-(4-methylpent-3-enyl)-3,4-dihydrochromen-5-ol CC1(OC=2C=C(C(=C(C2CC1)O)C)C)CCC=C(C)C